diethyl bis[[[3,5-bis(1,1-dimethylethyl)-4-hydroxyphenyl] methyl] phosphonate] calcium [Ca+2].CC(C)(C)C=1C=C(C=C(C1O)C(C)(C)C)CP(OCC)([O-])=O.CC(C)(C)C=1C=C(C=C(C1O)C(C)(C)C)CP(OCC)([O-])=O